FC(C(=O)OCCC1=C(C=CC=C1Br)OC1=CC(=CC(=C1)F)Cl)F [6-bromo-2-(3-chloro-5-fluorophenoxy)phenyl]ethyl difluoroacetate